C(C)OC(C1=C(C=C(C=C1)C(C)C)C)OCC 1-(diethoxymethyl)-4-isopropyl-2-methylbenzene